FC=1C(=NC=C(C1)C(F)(F)F)C(C)NC1CCC1 N-(1-(3-fluoro-5-(trifluoromethyl)pyridin-2-yl)ethyl)cyclobutanamine